C(#C)C1=C(C=C(C=C1F)C1=CC=C(C=C1)C1CCC(CC1)CCCCC)F 4-ethynyl-3,5-difluoro-4'-(4-pentylcyclohexyl)-1,1'-biphenyl